CC(CCCCCC)CCCCCCCCCCCC 7-Methylnonadecane